C(C)(C)(C)OC(NC1CC(C1)N)=O N-(3-aminocyclobutyl)carbamic acid tert-butyl ester